C12(C(CC(CC1)CC2)O)O bicyclo[2.2.2]octanediol